2,2,2-trichloroethyl N-[5-tert-butyl-2-(3-fluorophenyl)pyrazol-3-yl]carbamate C(C)(C)(C)C=1C=C(N(N1)C1=CC(=CC=C1)F)NC(OCC(Cl)(Cl)Cl)=O